3-[1-(2,6-dichloro-3-fluoro-phenyl)-ethoxy]-5-(2-trifluoromethoxy-phenyl)-pyridin-2-ylamine ClC1=C(C(=CC=C1F)Cl)C(C)OC=1C(=NC=C(C1)C1=C(C=CC=C1)OC(F)(F)F)N